rel-(S)-1-(4-(Benzyloxy)-2-((2R*,3S*,4S*,5R*)-3-(3,4-difluoro-2-methoxyphenyl)-4,5-dimethyl-5-(trifluoromethyl)tetrahydrofuran-2-yl)-6-methylpyrimidin-5-yl)-N-methylethan-1-amine C(C1=CC=CC=C1)OC1=NC(=NC(=C1[C@H](C)NC)C)[C@@H]1O[C@]([C@H]([C@H]1C1=C(C(=C(C=C1)F)F)OC)C)(C(F)(F)F)C |o1:14,19,21,22,23|